6-(2-fluoro-4-(2-methyl-2H-pyrazolo[3,4-c]pyridin-4-yl)benzyl)-6,7-dihydro-5H-pyrrolo[3,4-b]pyridin-5-one-7,7-d2 FC1=C(CN2C(C3=NC=CC=C3C2=O)([2H])[2H])C=CC(=C1)C=1C=2C(C=NC1)=NN(C2)C